C(CCC(=O)O)(=O)O.C(C)(C)NC[C@H](COC1=CC=C(C=C1)CCOC)O |r| (±)-1-(isopropylamino)-3-[p-(2-methoxyethyl)phenoxy]-2-propanol succinate